NC1=C(C=C2C(=N1)CCO2)C#N 5-Amino-2,3-dihydrofuro[3,2-b]pyridine-6-carbonitrile